ClC1=CC=C(C=C1)C1=CNN2C1=NC(=CC2=O)CCC=2C(=NNC2C)C 3-(4-chlorophenyl)-5-[2-(3,5-dimethyl-1H-pyrazol-4-yl)-ethyl]-1H-pyrazolo-[1,5-a]pyrimidin-7-one